FC(C1=CC=C(C=C1)S(=O)(=O)C)(F)F 1-trifluoromethyl-4-methylsulfonylbenzene